N-(6-chloro-2-(2,6-dichloro-3,5-dimethoxyphenyl)pyrido[3,4-d]pyrimidin-4-yl)sulfonamide ClC1=CC2=C(N=C(N=C2NS(=O)=O)C2=C(C(=CC(=C2Cl)OC)OC)Cl)C=N1